(S)-3-(1-aminoethyl)-8-((5,6-dihydro-4H-pyrrolo[1,2-b]pyrazol-3-yl)ethynyl)-2-phenylisoquinoline-1(2H)-one N[C@@H](C)C=1N(C(C2=C(C=CC=C2C1)C#CC1=C2N(N=C1)CCC2)=O)C2=CC=CC=C2